Cl.Cl.N1(CCNCC1)C(C)O 1-piperazinylethanol dihydrochloride